(1-benzyl-3-(2,6-difluorophenyl)piperidin-3-yl)acetic acid tert-butyl ester C(C)(C)(C)OC(CC1(CN(CCC1)CC1=CC=CC=C1)C1=C(C=CC=C1F)F)=O